NC(COC1=CC=2N(C=C1)C(=CN2)C2=CC(=C(C(=O)NC1CC1)C(=C2)OC)OC(F)F)C2COCC2 4-[7-(2-amino-2-tetrahydrofuran-3-yl-ethoxy)imidazo[1,2-a]pyridin-3-yl]-N-cyclopropyl-2-(difluoromethoxy)-6-methoxy-benzamide